Ethyl-3-(3-fluoro-4-((methylsulfonyl)methyl)phenyl)-7-(1-(2-tosylhydrazineylidene)ethyl)-1H-indole-2-carboxylate C(C)OC(=O)C=1NC2=C(C=CC=C2C1C1=CC(=C(C=C1)CS(=O)(=O)C)F)C(C)=NNS(=O)(=O)C1=CC=C(C)C=C1